3-[2-(8-chloro-5-hydroxy-4-oxo-chroman-2-yl)-5-(trifluoromethyl)phenoxy]propionic acid ClC=1C=CC(=C2C(CC(OC12)C1=C(OCCC(=O)O)C=C(C=C1)C(F)(F)F)=O)O